C(C)(C)(C)OC(=O)N1CCC(CC1)I (1-(tert-butoxycarbonyl)piperidin-4-yl) iodide